(1s,4s)-5'-bromo-4'-chloro-1',2'-dihydrospiro[cyclohexane-1,3'-pyrrolo[2,3-b]pyridine]-4-carboxamide BrC=1C(=C2C(=NC1)NCC21CCC(CC1)C(=O)N)Cl